1,3-bis(allylamino)propane C(C=C)NCCCNCC=C